C(N)(=S)N(C1=CC=C(C=C1)C=1C(=C(N(N1)C)NC(C1=CC=C(C=C1)OC(F)(F)F)=O)C)C N-[5-[4-[thiocarbamoyl-(methyl)amino]phenyl]-2,4-dimethyl-pyrazol-3-yl]-4-(trifluoromethoxy)benzamide